5-fluorobenzyl dihydrophosphate FC=1C=CC=C(COP(=O)([O-])O)C1